ClC(C(C(C(C(C(C(C(C(=O)O)(F)F)(F)F)(F)F)(F)F)(F)F)(F)F)(F)F)(F)F 9-chlorohexadecafluorononanoic acid